5-(2-ethoxyphenyl)-1,3,4-thiadiazol-2-amine C(C)OC1=C(C=CC=C1)C1=NN=C(S1)N